1-azido-2,5-difluoro-4-(methoxymethoxy)benzene N(=[N+]=[N-])C1=C(C=C(C(=C1)F)OCOC)F